(2-(((5-chloro-8-hydroxyquinolin-7-yl)(pyridin-3-yl)methyl)amino)-2-oxoethyl)-4-fluoropyrrolidin ClC1=C2C=CC=NC2=C(C(=C1)C(C=1C=NC=CC1)NC(CN1CCC(C1)F)=O)O